O1CCC(=CC1)C=1C=C(SC1)C1(CC1)C=1NC(C=2CN(CCCC2N1)C(=O)OC(C)(C)C)=O tert-butyl 2-(1-(4-(3,6-dihydro-2H-pyran-4-yl)thiophen-2-yl)cyclopropyl)-4-oxo-3,4,5,7,8,9-hexahydro-6H-pyrimido[5,4-c]azepine-6-carboxylate